N-methyl-9,15,33-trioxa-3,21,23,27,31-pentazahexacyclo[20.6.2.12,5.14,8.116,20.025,29]tritriaconta-1(28),2,4,6,8(32),16(31),17,19,22(30),23,25(29),26-dodecaen-26-amine CNC=1C=2C=NC=3NC4=CC=CC(OCCCCCOC=5C=CC6=C(N=C(C(=CN1)C2C3)O6)C5)=N4